2-(((5-(4-(2-fluoro-6-methoxyphenyl)-6-methylnicotinamido)-1,3,4-thiadiazol-2-yl)oxy)methyl)isonicotinic acid methyl ester COC(C1=CC(=NC=C1)COC=1SC(=NN1)NC(C1=CN=C(C=C1C1=C(C=CC=C1OC)F)C)=O)=O